P(=O)([O-])(O)O.[H-].[Na+].[Na+].S(=O)(=O)(O)C1=C(C=CC(=C1)NC1=CC=C(C=2C(C3=CC=CC=C3C(C12)=O)=O)NC1=CC(=C(C=C1)C)S(=O)(=O)O)C 1,4-Bis(o-sulfo-p-toluidino)anthraquinone disodium hydride phosphate